tridecenic acid CCCCCCCCCCC=CC(=O)O